methacryloyloxyethylbutylimidazole chloride [Cl-].C(C(=C)C)(=O)OCCC=1N=C(NC1)CCCC